[4-(3-cyanophenyl)-5-(4-methyl-1H-indazol-6-yl)thiazol-2-yl]-2-oxa-6-azaspiro[3.3]heptane-6-carboxamide C(#N)C=1C=C(C=CC1)C=1N=C(SC1C1=CC(=C2C=NNC2=C1)C)C1OCC12CN(C2)C(=O)N